BrC1=C(C=C(C=C1)C(C)(C)C)C=C 1-bromo-4-tert-butyl-2-vinyl-benzene